4-(6-Biphenyl-4-ylmethyl-4-bromo-3-hydroxy-pyridin-2-yl)-4-oxo-butyric acid ethyl ester C(C)OC(CCC(=O)C1=NC(=CC(=C1O)Br)CC1=CC=C(C=C1)C1=CC=CC=C1)=O